6-bromo-5-methylpyridin-3-ol BrC1=C(C=C(C=N1)O)C